[N+](=O)([O-])C1=CC=C(C(=O)NC=2C=CC=C3C=CC(=NC23)C)C=C1 4-Nitro-N-(2-methylquinolin-8-yl)benzamide